N(=[N+]=[N-])CCBr 1-azido-2-bromoethane